6-(3,6-diazabicyclo[3.1.1]heptane-3-yl)-7-fluoro-6-(2-hydroxy-2-methylpropoxy)pyrazolo[1,5-a]pyridine-3-carbonitrile C12CN(CC(N1)C2)C2(C=CC=1N(C2F)N=CC1C#N)OCC(C)(C)O